(R)-N-(1-(2-fluoroethyl)-3-(6-(1-hydroxybutyl)-4-methylpyridin-3-yl)-2-oxo-1,2-dihydro-1,6-naphthyridin-7-yl)cyclopropanecarboxamide FCCN1C(C(=CC2=CN=C(C=C12)NC(=O)C1CC1)C=1C=NC(=CC1C)[C@@H](CCC)O)=O